ClC=1N=CC=2N(C1)C(=NC2)CC2=CC=C(C=C2)N2N=C(C=C2C)C(F)(F)F 6-Chloro-3-(4-(5-methyl-3-(trifluoromethyl)-1H-pyrazol-1-yl)benzyl)imidazo[1,5-a]pyrazine